Cl.NCCCC(=O)OCC(=O)[C@]1(CC[C@H]2[C@@H]3CCC4=CC(C=C[C@@]4([C@H]3C(C[C@]12C)=O)C)=O)O 2-((8S,9S,10R,13S,14S,17R)-17-hydroxy-10,13-dimethyl-3,11-dioxo-6,7,8,9,10,11,12,13,14,15,16,17-dodecahydro-3H-cyclopenta[a]phenanthren-17-yl)-2-oxoethyl 4-aminobutanoate hydrochloride